COC(C[C@H]1C([C@H]1CC(=O)C(C(=O)OC)CC(C)=O)(C)C)OC methyl 2-(2-((1S,3R)-3-(2,2-dimethoxyethyl)-2,2-dimethylcyclopropyl)acetyl)-4-oxopentanoate